4-[3-(2,4-Dihydroxyphenyl)-3-oxoprop-1-en-1-yl]phenoxy-4,5-dihydroxy-6-(hydroxymethyl)oxan OC1=C(C=CC(=C1)O)C(C=CC1=CC=C(OC2OC(C(C(C2)O)O)CO)C=C1)=O